trifluoromethyl-oxetane FC(F)(F)C1OCC1